ClC1=CC=C2C(=N1)C(N(C2=O)CC2=CC=C(C=C2)OC)(C)C 2-chloro-6-[(4-methoxyphenyl)methyl]-7,7-dimethyl-5H,6H,7H-pyrrolo[3,4-b]pyridin-5-one